N-[(S)-2-[4-[3-(3,4-dimethoxyphenyl)-1,2,4-oxadiazol-5-yl]-1-piperidyl]-1-methyl-2-oxo-ethyl]benzamide COC=1C=C(C=CC1OC)C1=NOC(=N1)C1CCN(CC1)C([C@H](C)NC(C1=CC=CC=C1)=O)=O